3-(3-methyl-2-oxo-4-(2,7-diazaspiro[3.5]non-2-yl)-2,3-dihydro-1H-benzo[d]imidazol-1-yl)piperidine-2,6-dione CN1C(N(C2=C1C(=CC=C2)N2CC1(C2)CCNCC1)C1C(NC(CC1)=O)=O)=O